C[C@@H]1N(C2=CC=CC=C2[C@@H](C1)NC1=CC=C(C=C1)NC(=O)N1CCN(CC1)C(=O)OC(C)(C)C)C(CC)=O |o1:1,9| tert-butyl 4-((4-(((2S*,4R*)-2-methyl-1-propionyl-1,2,3,4-tetrahydroquinolin-4-yl)amino)phenyl)carbamoyl)piperazine-1-carboxylate